methyl N-[2-({2-[(4-{13-cyano-8-ethyl-4-fluoro-9-oxo-6,8,10-triazatricyclo[9.4.0.02,7]pentadeca-1(11),2(7),3,5,12,14-hexaen-10-yl}-3,5-difluorophenyl)amino]ethyl}amino)ethyl]carbamate C(#N)C1=CC=2N(C(N(C=3N=CC(=CC3C2C=C1)F)CC)=O)C1=C(C=C(C=C1F)NCCNCCNC(OC)=O)F